6-(((4-(Piperidin-4-yloxy)pyridin-2-yl)amino)methyl)isoquinolin-1-amine tert-Butyl-4-((2-chloropyridin-4-yl)oxy)piperidine-1-carboxylate C(C)(C)(C)OC(=O)N1CCC(CC1)OC1=CC(=NC=C1)Cl.N1CCC(CC1)OC1=CC(=NC=C1)NCC=1C=C2C=CN=C(C2=CC1)N